CC(C(=O)O)CC1=CC=CC=C1 α-methyl-dihydrocinnamic acid